5-methoxy-6-methylpicolinaldehyde COC=1C=CC(=NC1C)C=O